C[C@H]1C=2C=CC=NC2[C@@H](CC1)CNC(OC(C)(C)C)=O |r| rac-tert-butyl {[(5R,8S)-5-methyl-5,6,7,8-tetrahydroquinolin-8-yl]methyl}carbamate